N-(4-amino-3-methylphenyl)-N-[3-(1H-imidazol-1-yl)propyl]amine NC1=C(C=C(C=C1)NCCCN1C=NC=C1)C